O1C=C(C=C1)CC[C@@]1([C@H]2CCC=C([C@@]2([C@H](C[C@H]1C)O)C)C(=O)O)C (4aR,5S,6R,8S,8aR)-5-(2-(Furan-3-yl)ethyl)-8-hydroxy-5,6,8a-trimethyl-3,4,4a,5,6,7,8,8a-octahydronaphthalene-1-carboxylic acid